CC1=C(C=C(C=C1)NC(=O)C1=NC=CC(=C1)C(F)(F)F)C1=CC2=C(N=C(N=C2)NC)N2C1=NCC2C N-(4-methyl-3-(9-methyl-2-(methylamino)-8,9-dihydroimidazo[1',2':1,6]pyrido[2,3-d]pyrimidin-6-yl)phenyl)-4-(trifluoromethyl)pyridineamide